(Z)-N2-(2-(5-chloro-1H-indol-1-yl)ethyl)-N7-(2-(5-chloro-1H-indol-2-yl)ethyl)-9-(hydroxyimino)-9H-fluorene-2,7-disulfonamide ClC=1C=C2C=CN(C2=CC1)CCNS(=O)(=O)C1=CC=2\C(\C3=CC(=CC=C3C2C=C1)S(=O)(=O)NCCC=1NC2=CC=C(C=C2C1)Cl)=N/O